COC=1C(=C2C=NN(C2=CC1)C)NC1=NC=C(C(=N1)NC)C(F)(F)F N2-(5-methoxy-1-methyl-1H-indazol-4-yl)-N4-methyl-5-(trifluoromethyl)pyrimidine-2,4-diamine